ClCC(=O)C1=CNC=2C1=NC(=CC2)OC 2-chloro-1-(5-methoxy-1H-pyrrolo[3,2-b]pyridin-3-yl)ethan-1-one